O=C1[C@@H](CN(C1)C(=O)OC(C)(C)C)C(=O)OCC |r| (+/-)-1-tert-butyl 3-ethyl 4-oxopyrrolidine-1,3-dicarboxylate